BrCC(=C(C(=O)O)C(=O)O)C1=CC=CC=C1 2-(bromomethyl)-2-phenylethene-1,1-dicarboxylic acid